NC1=NN2C(C=C(C=C2C(=O)N[C@H](CC)C)C2=CSC(=C2)C(=O)N[C@@H](CC)C2=CC=C(C=C2)F)=N1 2-Amino-7-[5-[[[(1S)-1-(4-fluorophenyl)propyl]amino]carbonyl]-3-thienyl]-N-[(1S)-1-methylpropyl][1,2,4]triazolo[1,5-a]pyridine-5-carboxamide